5-(3-methoxyphenyl)-1H-pyrazole COC=1C=C(C=CC1)C1=CC=NN1